2-amino-3-iodo-5-(2-dimethylaminoethyl)oxypyridine NC1=NC=C(C=C1I)OCCN(C)C